N[C@@H]1C2=CC=CC=C2CC12CCN(CC2)C2=CC=C(C(=C2C(=C)C2=NNC=C2)F)OC (S)-6-(1-amino-1,3-dihydrospiro[indene-2,4'-piperidine]-1'-yl)-3-(1-(2-fluoro-3-methoxyphenyl)vinyl)-1H-pyrazole